O=C1CCC(C12CCN(CC2)C=2C=C1C(=CN(C1=CC2)S(=O)(=O)C2=CC=C(C)C=C2)C=O)=O 5-(1,4-dioxo-8-azaspiro[4.5]dec-8-yl)-1-tosyl-1H-indole-3-carbaldehyde